11-(2-(2,6-dioxopiperidin-3-yl)-1-oxo-1,2-dihydrophthalazin-6-yl)undec-10-ynal O=C1NC(CCC1N1C(C2=CC=C(C=C2C=N1)C#CCCCCCCCCC=O)=O)=O